N,β-dimethyl-1,3-benzodioxole-5-propanamine CNCC(CC1=CC2=C(OCO2)C=C1)C